CC1=NC=C(C=C1B1OC(C(O1)(C)C)(C)C)[N+](=O)[O-] 2-methyl-5-nitro-3-(4,4,5,5-tetramethyl-1,3,2-dioxaborolan-2-yl)pyridine